(2S,4S)-1-[2-[4-[(7-Chloro-1,8-naphthyridin-3-yl)amino]-1-piperidyl]acetyl]-4-fluoro-pyrrolidin-2-carbonitril ClC1=CC=C2C=C(C=NC2=N1)NC1CCN(CC1)CC(=O)N1[C@@H](C[C@@H](C1)F)C#N